S1C(=NC2=C1C=CC=C2)NC2=C(C(=C(N=N2)NC=2SC=C(N2)C(=O)O)C2CC2)C ({6-[(1,3-benzothiazol-2-yl)amino]-4-cyclopropyl-5-methylpyridazin-3-yl}amino)-1,3-thiazole-4-carboxylic acid